3-((trimethylsilyl) oxy)-8-azabicyclo[3.2.1]oct-2-ene-8-carboxylate C[Si](OC1=CC2CCC(C1)N2C(=O)[O-])(C)C